FC1=C(C=CC=C1)C=1C=CC=C2C=NC(=NC12)NC=1C(=NC=2CCN(CC2C1)C)OC 8-(2-Fluorophenyl)-N-(2-methoxy-6-methyl-5,6,7,8-tetrahydro-1,6-naphthyridin-3-yl)quinazoline-2-amine